(S)-2-(3-(6-chloro-7-fluoro-5-methoxy-1-methyl-3-(1H-pyrazol-4-yl)-1H-indol-2-yl)-1H-1,2,4-triazol-5-yl)-2-methoxy-N,N-dimethylethan-1-amine ClC1=C(C=C2C(=C(N(C2=C1F)C)C1=NNC(=N1)[C@H](CN(C)C)OC)C=1C=NNC1)OC